5-[4-[[(5-tert-butyl-2-pyridyl)amino]methyl]-2-fluoro-6-[(4-methoxyphenyl)methoxy]phenyl]-1,1-dioxo-1,2,5-thiadiazolidin-3-one C(C)(C)(C)C=1C=CC(=NC1)NCC1=CC(=C(C(=C1)OCC1=CC=C(C=C1)OC)N1CC(NS1(=O)=O)=O)F